CN1N=C(C=C1C(=O)N[C@@H](C)C1=NC(=NO1)N1CC(CC1)C)C(F)(F)F 2-methyl-N-[(1S)-1-[3-(3-methylpyrrolidin-1-yl)-1,2,4-oxadiazol-5-yl]ethyl]-5-(trifluoromethyl)pyrazole-3-carboxamide